ClC1=C(C=CC=C1)C1CN(CCN1)C(=O)OC(C)(C)C tert-Butyl 3-(2-chlorophenyl)piperazine-1-carboxylate